ClC=1C=C(C(=C(C1)C1=CC(=C(C=C1)N1C(N(C=C1)C)=O)F)OC)C1=CC(=NC=C1)F 1-(5'-chloro-3-fluoro-3'-(2-fluoropyridin-4-yl)-2'-methoxy-[1,1'-biphenyl]-4-yl)-3-methyl-1H-imidazol-2(3H)-one